(R)-5-(3H-[1,2,3]triazolo[4,5-d]pyrimidin-5-yl)-N-(4-(1-cyclopropylethoxy)phenyl)-2-fluorobenzamide N1=NNC=2N=C(N=CC21)C=2C=CC(=C(C(=O)NC1=CC=C(C=C1)O[C@H](C)C1CC1)C2)F